4-[(5-chloro-4-{5-oxa-8-azaspiro[3.5]nonan-8-yl}pyrimidin-2-yl)amino]-N-methylbenzenesulfonamide ClC=1C(=NC(=NC1)NC1=CC=C(C=C1)S(=O)(=O)NC)N1CCOC2(CCC2)C1